Cl.NCCCCN putrescine HCl